1,3-bis(phenylsulfonyldiazomethylsulfonyl)propane C1(=CC=CC=C1)S(=O)(=O)C(S(=O)(=O)CCCS(=O)(=O)C(=[N+]=[N-])S(=O)(=O)C1=CC=CC=C1)=[N+]=[N-]